2-(4H-chromon-3-ylmethylene)-6-hydroxybenzofuran-3(2H)-one O1C=C(C(C2=CC=CC=C12)=O)C=C1OC2=C(C1=O)C=CC(=C2)O